tert-butyl 4-[4-[4-[6-(4-anilino-1-piperidyl)-3-pyridyl]-3-cyano-pyrazolo[1,5-a]pyridin-6-yl]phenyl]piperazine-1-carboxylate N(C1=CC=CC=C1)C1CCN(CC1)C1=CC=C(C=N1)C=1C=2N(C=C(C1)C1=CC=C(C=C1)N1CCN(CC1)C(=O)OC(C)(C)C)N=CC2C#N